NC1=NC(=NC=C1C(=O)OCC)N1CCN(CC1)C=1N=CC2=C(N1)CCN(C2)C(=O)OC(C)(C)C tert-butyl 2-(4-(4-amino-5-(ethoxycarbonyl) pyrimidin-2-yl)-piperazin-1-yl)-7,8-dihydropyrido[4,3-d]pyrimidine-6(5H)-carboxylate